N,N-dimethyl-1-(3-(4,4,5,5-tetramethyl-1,3,2-dioxaborolan-2-yl)phenoxy)propan-2-amine CN(C(COC1=CC(=CC=C1)B1OC(C(O1)(C)C)(C)C)C)C